OC1=CC=C(C=C1)C(\C=C\C1=CC(=CC=C1)OC1=CC=CC=C1)=O (E)-1-(4-Hydroxyphenyl)-3-(3-phenoxyphenyl)prop-2-en-1-one